thorium oxide [O-2].[Th+4].[O-2]